C(C)OP([O-])(=O)C[C@@H](C1CC1)C1=CC(=CC=C1)OCC1=CC=CC=C1.O[C@H]([C@H]([NH3+])C1=CC=CC=C1)C1=CC=CC=C1 (1R,2S)-2-hydroxy-1,2-diphenylethan-1-aminium ethyl-(S)-(2-(3-(benzyloxy)phenyl)-2-cyclopropylethyl)phosphonate